(4S)-5-amino-4-[5-(1,2-dihydroxyethyl)-1-oxo-isoindolin-2-yl]-5-oxo-pentanoic acid tert-butyl ester C(C)(C)(C)OC(CC[C@@H](C(=O)N)N1C(C2=CC=C(C=C2C1)C(CO)O)=O)=O